CC=1C(=NC=C(C1)C)CC(C)C1=CC=CC=C1 3,5-Dimethyl-2-(2-phenylpropyl)pyridine